IC1=NNC2=C1N=CNC2=O 3-iodo-1,6-dihydro-7H-pyrazolo[4,3-d]pyrimidin-7-one